COC([C@@H]1[C@H]([C@@H]([C@H]([C@H](O)O1)OC(C)=O)OC(C)=O)OC(C)=O)=O 2,3,4-tri-O-acetyl-β-D-glucopyranoseuronic acid methyl ester